C(C)(C)(C)OC([C@@H](CC1=CC(=CC=C1)OCC(=O)OCC)[C@@H]1CN(CC1)C(=O)OC(C)(C)C)=O tert-butyl (R)-3-((S)-1-(tert-butoxy)-3-(3-(2-ethoxy-2-oxoethoxy)phenyl)-1-oxopropan-2-yl)pyrrolidine-1-carboxylate